C(C)(C)(C)OC(=O)N1C[C@]2(CCN(C2=O)[C@H](C(=O)O)C(C)C)CC1 (S)-2-((S)-7-(tert-butoxycarbonyl)-1-oxo-2,7-diazaspiro[4.4]non-2-yl)-3-methylbutyric acid